N-methyl-2,4-dinitro-N-(2,4,6-tribromophenyl)-6-(trifluoromethyl)benzylamine CN(C1=C(C=C(C=C1Br)Br)Br)CC1=C(C=C(C=C1C(F)(F)F)[N+](=O)[O-])[N+](=O)[O-]